C(C)(=O)N1CCC(CC1)NC(=O)NC12CC3C4=C(C(CC(C1)(C3)C)C2)C=C(C=C4)[N+](=O)[O-] 1-(1-acetylpiperidin-4-yl)-3-(9-methyl-2-nitro-5,6,8,9,10,11-hexahydro-7H-5,9:7,11-dimethanobenzo[9]annulen-7-yl)urea